O=C1C=C(OC2=CC=CC=C12)C(=O)[O-] 4-oxo-4h-chromene-2-carboxylate